(2R,6S)-N-{[2-(3,3-dimethylbutyl)-2-azaspiro[3.3]heptan-6-yl]methyl}-2,6-dimethyl-4-[5-(trifluoromethyl)pyrazin-2-yl]piperazine-1-carboxamide CC(CCN1CC2(C1)CC(C2)CNC(=O)N2[C@@H](CN(C[C@@H]2C)C2=NC=C(N=C2)C(F)(F)F)C)(C)C